N1N=CC2=CC=C(C=C12)S(=O)(=O)C=1C=CC(=C2C(N(C(NC12)=O)O)=O)Cl 8-((1H-indazol-6-yl)sulfonyl)-5-chloro-3-hydroxyquinazoline-2,4(1H,3H)-dione